(3-(Benzylcarbamoyl)phenyl)-5-nitrofuran-2-carboxamide C(C1=CC=CC=C1)NC(=O)C=1C=C(C=CC1)C1=C(OC(=C1)[N+](=O)[O-])C(=O)N